5H-pyrimido[5,4-b]indole-8-carboxylic acid N1=CN=CC=2NC=3C=CC(=CC3C21)C(=O)O